[B].[Sr] strontium-boron